1-(3,4-Difluoro-5-hydroxy-phenyl)-5-(4-(methylsulfonyl)-piperazin-1-yl)-1H-indazole-6-carbonitrile FC=1C=C(C=C(C1F)O)N1N=CC2=CC(=C(C=C12)C#N)N1CCN(CC1)S(=O)(=O)C